C(C)(C)(C)N(C(O)=O)CCNC(C1=C(C(=C(C=C1)OCC1=CC=CC=C1)OCC1=CC=CC=C1)Cl)=O.Cl.NCCNC(C1=C(C(=C(C=C1)OCC1=CC=CC=C1)OCC1=CC=CC=C1)Cl)=O N-(2-aminoethyl)-3,4-bis(benzyloxy)-2-chlorobenzamide hydrochloride tert-butyl-(2-(3,4-bis(benzyloxy)-2-chlorobenzamido)ethyl)carbamate